3-bromopropyl-tert-butyl-dimethyl-silicon BrCCC[Si](C)(C)C(C)(C)C